2,2-bis(hydroxymethyl)propane-1,3-diyl dioleate C(CCCCCCC\C=C/CCCCCCCC)(=O)OCC(COC(CCCCCCC\C=C/CCCCCCCC)=O)(CO)CO